1-(6,7-dimethoxyisoquinolin-1-yl)-1H-1,2,4-triazole-3,5-diamine COC=1C=C2C=CN=C(C2=CC1OC)N1N=C(N=C1N)N